ethyl 6,6-dimethyl-1,4,5,6-tetrahydrocyclopenta[c]pyrazole-3-carboxylate CC1(CCC2=C1NN=C2C(=O)OCC)C